NC1=C2N(C(N(C2=NC=N1)C1CN(C1)C(\C=C\CN1CCCC1)=O)=O)C1=CC=C(C=C1)OC1=CC=CC=C1 6-amino-7-(4-phenoxyphenyl)-9-{1-[(2E)-4-(1-pyrrolidinyl)-2-butenoyl]-3-azetidinyl}-7,9-dihydro-8H-purin-8-one